CN1C2C=CC(C1C=1C=NC(=CC1)O)CC2 2-Methyl-3-(6-hydroxypyridin-3-yl)-2-azabicyclo[2.2.2]oct-5-ene